O[C@@H]1[C@H](CCCC1)NC(C1=NC(=C(C(=C1)CC1=CC=C(C=C1)C1=NN(C=C1)C)C)C1=NN(C=C1)C)=O N-((1S,2S)-2-hydroxycyclohexyl)-5-methyl-6-(1-methyl-1H-pyrazol-3-yl)-4-(4-(1-methyl-1H-pyrazol-3-yl)benzyl)picolinamide